(2-chloro-9-(4-(1-isopropyl-4-(trifluoromethyl)-1H-imidazol-2-yl)benzyl)-9H-purin-8-yl)-3,5-dimethylisoxazole ClC1=NC=C2N=C(N(C2=N1)CC1=CC=C(C=C1)C=1N(C=C(N1)C(F)(F)F)C(C)C)C=1C(=NOC1C)C